6-fluoro-2,8-dimethyl-N-{(1R)-1-[2-methyl-3-(trifluoromethyl)phenyl]ethyl}pyrido[3,4-d]pyrimidin-4-amine FC1=CC2=C(N=C(N=C2N[C@H](C)C2=C(C(=CC=C2)C(F)(F)F)C)C)C(=N1)C